(2,4-dibromophenyl)-2-hydroxyacetamide BrC1=C(C=CC(=C1)Br)C(C(=O)N)O